C(CCCCC)N(C(CCCCCCC)=O)CCCCCC N,N-dihexyloctanamide